C(C)OC(C(C1=C(C=CC=C1)OC)(F)F)=O 2,2-difluoro-2-(2-methoxyphenyl)acetic acid ethyl ester